1-octyl-3-methyl-imidazolium acetate C(C)(=O)[O-].C(CCCCCCC)N1C=[N+](C=C1)C